O[C@@]12[C@@H](CN(C1)C(=O)OCC1=CC=CC=C1)C[C@H](C2)O Benzyl (3aS,5R,6aR)-3a,5-dihydroxyhexahydrocyclopenta[c]pyrrole-2(1H)-carboxylate